fuconate O=C([C@@H](O)[C@H](O)[C@H](O)[C@@H](O)C)[O-]